COC1=CC=C(CNC(CC2=CC=CC=C2)=O)C=C1 N-(4-methoxybenzyl)-2-phenylacetamide